N1=C(N=CC=C1)C1=NC=CC=C1 pyrimidyl-pyridine